(rac)-2-((1-(1-(Pyridin-4-yl)ethyl)-1H-pyrazol-3-yl)amino)acetonitrile N1=CC=C(C=C1)[C@@H](C)N1N=C(C=C1)NCC#N |r|